N[C@@H]1[C@@H](OCC12CCN(CC2)C=2C(NC(=CN2)SC2=C(C(=NC=C2)Cl)Cl)=O)C 3-((3S,4S)-4-Amino-3-methyl-2-oxa-8-azaspiro[4.5]decan-8-yl)-6-((2,3-dichloropyridin-4-yl)thio)pyrazin-2(1H)-on